2,3-dihydro-1H-inden-5-yl 4-oxopentanoate O=C(CCC(=O)OC=1C=C2CCCC2=CC1)C